COC1=CC=C(C=C1)CN(S(=O)(=O)C1=CC(=CC=C1)C(C(F)(F)F)O)CC1=CC=C(C=C1)OC N,N-bis[(4-methoxyphenyl)methyl]-3-(2,2,2-trifluoro-1-hydroxy-ethyl)benzenesulfonamide